(S)-2-hydroxy-N-(2-(2-oxoindol-6-yl)ethyl)propionamide ethyl-1-(4-methylbenzenesulfonyl)-1-azaspiro[2.5]octane-6-carboxylate C(C)OC(=O)C1CCC2(CN2S(=O)(=O)C2=CC=C(C=C2)C)CC1.O[C@H](C(=O)NCCC=1C=CC2=CC(N=C2C1)=O)C